C(C)OC([C@@H](NC(C1=CC=CC=C1)=O)CCCNC(N)=N)=O Benzoyl-L-Arginine Ethyl Ester